N1,N3-Bis(4-fluorophenyl)-2-(naphthalen-1-yl)benzene-1,3-diamine FC1=CC=C(C=C1)NC1=C(C(=CC=C1)NC1=CC=C(C=C1)F)C1=CC=CC2=CC=CC=C12